(2,6-dimethylpyrimidin-4-yl)-4-((4-(4-hydroxyphenyl)thiazol-2-yl)amino)benzamide CC1=NC(=CC(=N1)C1=C(C(=O)N)C=CC(=C1)NC=1SC=C(N1)C1=CC=C(C=C1)O)C